N-methyl-2-chloroacetamide CNC(CCl)=O